FC(C1=C(C(=O)N2C[C@H](N(CC2)C2=CC=C(C(=C2C(=O)NCCN(C)C)F)C=2C(=NC=CC2)OCC)CC)C=CC(=C1)F)F 6-[(2R)-4-[2-(difluoromethyl)-4-fluorobenzoyl]-2-ethylpiperazin-1-yl]-N-[2-(dimethylamino)ethyl]-3-(2-ethoxypyridin-3-yl)-2-fluorobenzamide